C(C1=CC=CC=C1)NC(CSC1=NC2=CC(=CC=C2C(=C1)C(F)(F)F)OC)=O N-benzyl-2-((7-methoxy-4-(trifluoromethyl)quinolin-2-yl)thio)acetamide